BrC1=CC(=C2C=NN(C2=C1)C1OCCCC1)CO (6-bromo-1-tetrahydropyran-2-yl-indazol-4-yl)methanol